C(C)(C)(C)OC(=O)N1CCC(CC1)NC1=CC(=NC(=N1)C1=CC=CC=C1)C(=O)O 6-((1-(tert-Butoxycarbonyl)piperidin-4-yl)amino)-2-phenylpyrimidine-4-carboxylic acid